FC=1C=C(C=CC1F)C(C(C)C1=CC=CC=2N(C(=NC21)C)C2=CC=CC=C2)=O 1-(3,4-difluorophenyl)-1-oxopropan-2-yl-2-methyl-1-phenyl-1H-1,3-benzodiazole